O=NC=1NC(C=2NC=NC2N1)=O Oxoguanine